N[C@H]1[C@@H]2CC[C@H]2CN2C[C@]3(COC4=CC=C(C(NS(CCCCC1)(=O)=O)=O)C=C24)CCCC2=CC(=CC=C23)Cl (1S,3'R,6'R,7'R)-7'-amino-6-chloro-3,4-dihydro-2h,15'h-spiro[naphthalene-1,22'-[20]oxa[13]thia[1,14]diazatetracyclo[14.7.2.03,6.019,24]pentacosa[16,18,24]trien]-15'-one 13',13'-dioxide